FC(OC1=CC=C(C(=N1)C)S(=O)(=O)N1CC2(C1)CN(C2)C2CC1(COC1)C2)F 2-((6-(difluoromethoxy)-2-methylpyridin-3-yl)sulfonyl)-6-(2-oxaspiro[3.3]heptan-6-yl)-2,6-diazaspiro[3.3]heptane